benzyl 6-[2-hydroxy-1-(hydroxymethyl) ethoxy]-2-azaspiro[3.3]heptane-2-carboxylate OCC(OC1CC2(CN(C2)C(=O)OCC2=CC=CC=C2)C1)CO